di(hydroxyphenyl)dipropoxysilane OC1=C(C=CC=C1)[Si](OCCC)(OCCC)C1=C(C=CC=C1)O